C(C)OC(=O)C1(CCN(CC1)C1=CN=NC(=C1)Cl)N1N=C(C=C1)C.C[Si](C)(C)C Tetramethyl-silan ethyl-1-(6-chloropyridazin-4-yl)-4-(3-methyl-1H-pyrazol-1-yl)piperidine-4-carboxylate